ClC1=NC=C(C(=N1)N1C[C@@H](C([C@@H](C1)C)(F)F)CCO)C#N 2-chloro-4-[(3S,5R)-4,4-difluoro-3-(2-hydroxyethyl)-5-methyl-1-piperidyl]pyrimidine-5-carbonitrile